O(P(O)(=O)OP(=O)(O)OP(=O)(O)OP(=O)([O-])[O-])C[C@H]1O[C@H]([C@@H]([C@@H]1O)O)C=1C(NC(N(C1)C1CCNCC1)=O)=O ((2R,3S,4R,5S)-5-(2,4-dioxo-1-(piperidin-4-yl)-1,2,3,4-tetrahydropyrimidin-5-yl)-3,4-dihydroxytetrahydrofuran-2-yl)methyl trihydrogen tetraphosphate